CN(CCNC(=O)C=1N(C=C(C1)NC(=O)C=1N(C=C(C1)NC(C1=CC=C(C=C1)\C=C\C=1C=NC2=CC=CC=C2C1)=O)C)C)C (E)-N-(2-(dimethylamino)ethyl)-1-methyl-4-(1-methyl-4-(4-(2-(quinolin-3-yl)vinyl)benzamido)-1H-pyrrole-2-carboxamido)-1H-pyrrole-2-carboxamide